NC1=NC=2C=C(C=CC2C=2C1=CN(C2)CCNC(OC(C)(C)C)=O)Br tert-butyl N-(2-[4-amino-7-bromo-2H-pyrrolo[3,4-c]quinolin-2-yl] ethyl)carbamate